((S)-3-(cyanomethyl)piperazin-1-yl)-3-(2,6-dimethylmorpholino)-6-(naphthalen-1-yl)-5,6,7,8-tetrahydro-2,6-naphthyridine-4-carbonitrile hydrochloride Cl.C(#N)C[C@H]1CN(CCN1)C1=NC(=C(C=2CN(CCC12)C1=CC=CC2=CC=CC=C12)C#N)N1CC(OC(C1)C)C